3-formyl-(2-chloro)aniline C(=O)C=1C(=C(N)C=CC1)Cl